2-[acetyl-(2,6-difluoro-4-pyridyl)amino]-N-[(1S)-2,2-dimethylcyclobutyl]-5-methyl-thiazole-4-carboxamide C(C)(=O)N(C=1SC(=C(N1)C(=O)N[C@@H]1C(CC1)(C)C)C)C1=CC(=NC(=C1)F)F